ClC1=CC=C2C(=NNC2=C1)C1=NOC(=C1)C1=CC(=CC=C1)OC 6-chloro-3-[5-(3-methoxyphenyl)-3-isoxazolyl]-1H-indazole